4-[(2,4-dimethoxyphenyl)methylamino]-7-fluoro-imidazo[1,5-a]quinoxaline-8-carboxylic acid COC1=C(C=CC(=C1)OC)CNC=1C=2N(C3=CC(=C(C=C3N1)F)C(=O)O)C=NC2